(S)-2-(3-((6-Chloropyridazin-3-yl)amino)piperidin-1-yl)ethan-1-ol ClC1=CC=C(N=N1)N[C@@H]1CN(CCC1)CCO